CC=1C2=C(N=NC1C1=C(C=C(C=C1)C(F)(F)F)O)N(C=N2)[C@@H]2CCCN1CCC[C@@H]21 2-(4-methyl-7-((8R,8aS)-octahydroindolizin-8-yl)-7H-imidazo[4,5-c]pyridazin-3-yl)-5-(trifluoromethyl)phenol